bis(3,4,6-trichloro-2-{[2-(2-methylphenyl)ethoxy]carbonyl} phenyl)-Oxalat ClC=1C(=C(C(=CC1Cl)Cl)OC(C(=O)OC1=C(C(=C(C=C1Cl)Cl)Cl)C(=O)OCCC1=C(C=CC=C1)C)=O)C(=O)OCCC1=C(C=CC=C1)C